2-Chloro-N,N-dimethylethan-1-amine hydrochlorid Cl.ClCCN(C)C